3-[8-[(4R)-3,3-difluoro-4-piperidyl]-2,3-dihydro-1,4-benzoxazin-4-yl]piperidine-2,6-dione FC1(CNCC[C@@H]1C1=CC=CC=2N(CCOC21)C2C(NC(CC2)=O)=O)F